3-aminophenyldimethyl-phosphine oxide NC=1C=C(C=CC1)P(C)(C)=O